COC1=NC=C(C(=C1)C(C(=O)N1C[C@]2(CC1)NC1=NC(=C(C=C1CC2)C2=NC=CC=N2)C)C)C 2-(2-methoxy-5-methylpyridin-4-yl)-1-[(2S)-7-methyl-6-(pyrimidin-2-yl)-3,4-dihydro-1H-spiro[1,8-naphthyridine-2,3'-pyrrolidin]-1'-yl]propan-1-one